OC1=C(C=CC=C1)C1=CC2=C(N=N1)SC(=C2C)C2CCN(CC2)C2C(CC2)OC2=NOC(=C2)C(C(=O)OC)C(C)C methyl 2-[3-(2-{4-[3-(2-hydroxyphenyl)-5-methylthieno[2,3-c]pyridazin-6-yl]piperidin-1-yl}cyclobutoxy)-1,2-oxazol-5-yl]-3-methylbutanoate